4-(methoxymethylene)-1-methylcyclohexane-1-carboxylic acid ethyl ester C(C)OC(=O)C1(CCC(CC1)=COC)C